C(C(C)C)N1N=C(C=C1C(F)(F)F)N 1-Isobutyl-5-(trifluoromethyl)-1H-pyrazol-3-amine